4,4-dimethyloxazoline CC1(N=COC1)C